(S)-5-(4-(6-chloro-4-oxo-3,4-dihydro-7H-pyrrolo[2,3-d]pyrimidin-7-yl)phenyl)-2,2-dimethylmorpholine-4-carboxylic acid tert-butyl ester C(C)(C)(C)OC(=O)N1CC(OC[C@@H]1C1=CC=C(C=C1)N1C(=CC2=C1N=CNC2=O)Cl)(C)C